C(C1=CC=CC=C1)O[C@H]1[C@@H]([C@@H](O[C@]1(CF)COCC1=CC=CC=C1)N1C(NC(C=C1)=O)=O)O 1-((2R,3S,4S,5R)-4-(benzyloxy)-5-((benzyloxy)methyl)-5-(fluoromethyl)-3-hydroxytetrahydrofuran-2-yl)pyrimidine-2,4(1H,3H)-dione